C1(CC1)OC1=C(N=CC=2N1N=C(N2)N[C@@H]2[C@@H](CN(CC2)S(=O)(=O)C)C)C=2C=NNC2 5-cyclopropoxy-N-((3r,4s)-3-methyl-1-(methylsulfonyl)piperidin-4-yl)-6-(1H-pyrazol-4-yl)-[1,2,4]triazolo[1,5-a]pyrazin-2-amine